N-(5-ethyl-1,2,3,4-tetrahydronaphthalen-1-yl)-2-oxo-6-(trifluoromethyl)-1,2-dihydropyridine-3-carboxamide C(C)C1=C2CCCC(C2=CC=C1)NC(=O)C=1C(NC(=CC1)C(F)(F)F)=O